3-amino-5-methylbenzo[d]isoxazole-6-carbonitrile NC1=NOC2=C1C=C(C(=C2)C#N)C